C(CCCCCCCCCCCCCCC)(=O)OC[C@@H](OC(CCCCCCCC)=O)COP(=O)([O-])OCC[N+](C)(C)C 1-hexadecanoyl-2-nonanoyl-sn-glycero-3-phosphocholine